(3-Aminobicyclo[1.1.1]Pentan-1-yl)methanol ethyl-7-chloro-5-methyl-4-oxo-1-[3-(1H-pyrazol-1-yl)-1,2,4-thiadiazol-5-yl]-1,4-dihydro-1,8-naphthyridine-3-carboxylate C(C)C=1N(C2=NC(=CC(=C2C(C1C(=O)OCC12CC(C1)(C2)N)=O)C)Cl)C2=NC(=NS2)N2N=CC=C2